CC1=CC=C(C(=O)C=2C=C(NC2)C(=O)O)C=C1 4-(4-methylbenzoyl)-1H-pyrrole-2-carboxylic acid